2,4-dichloro-5-fluorobenzamide ClC1=C(C(=O)N)C=C(C(=C1)Cl)F